FC(OC1=NC=CC(=C1)CNC(OC1=CC=C(C=C1)[N+](=O)[O-])=O)F 4-nitrophenyl ((2-(difluoromethoxy)pyridin-4-yl)methyl)carbamate